BrC1=CC=2C(OCC3=CC(=NC=C3C3=CC(=C(C(NS(C(=C1OC)C2)(=O)=O)=C3)OC)Cl)C(F)(F)F)=O 13-bromo-20-chloro-14,19-dimethoxy-16,16-dioxo-5-(trifluoromethyl)-9-oxa-16λ6-thia-4,17-diazatetracyclo[16.3.1.111,15.02,7]tricosa-1(21),2,4,6,11(23),12,14,18(22),19-nonaen-10-one